FC=1C(=CC(=NC1C)C=1OC(=NN1)C1=NC=C(C=C1)F)C=1C=NC=CC1C 2-(5'-Fluoro-4,6'-dimethyl-[3,4'-bipyridin]-2'-yl)-5-(5-fluoropyridin-2-yl)-1,3,4-oxadiazole